COC1=C(C2=C(C=N1)C=NN2C)NS(=O)(=O)C=2C=NC(=CC2)N2N=C(C1=C2CCOC1)C(F)(F)F N-(6-methoxy-1-methyl-1H-pyrazolo[4,3-c]pyridin-7-yl)-6-(3-(trifluoromethyl)-6,7-dihydropyrano[4,3-c]pyrazol-1(4H)-yl)pyridine-3-sulfonamide